NC(C(=O)O)(CCCCB(O)O)CC1=CC(=CC=C1)F 2-amino-6-borono-2-(3-fluorobenzyl)hexanoic acid